N-((3R,4S)-4-((6-(2,6-dichloro-3,5-di-methoxyphenyl)-8-(2-(isopropylamino)ethyl)pyrido[3,4-d]pyrimidin-2-yl)amino)tetrahydrofuran-3-yl)acrylamide ClC1=C(C(=C(C=C1OC)OC)Cl)C1=CC2=C(N=C(N=C2)N[C@H]2[C@H](COC2)NC(C=C)=O)C(=N1)CCNC(C)C